BrC=1C=C(C(=O)NC(C)(C)C)C=CC1 3-bromo-N-(tert-butyl)benzamide